dimethyl-(butenyl)amine CN(C=CCC)C